C(C)(C)(C)N(C(O)=O)CC(C1=CC(=C(C=C1)O)[N+](=O)[O-])O.COCC1=CC=C(C=C1)N1C(NC[C@H]1C)=O (R)-1-(4-(methoxymethyl)phenyl)-5-methylimidazolidin-2-one tert-butyl-(2-hydroxy-2-(4-hydroxy-3-nitrophenyl)ethyl)carbamate